9,9-bis(3,4-dimethylphenyl)-9H-fluorene CC=1C=C(C=CC1C)C1(C2=CC=CC=C2C=2C=CC=CC12)C1=CC(=C(C=C1)C)C